(3R,4S)-3-cyclopropyl-4-methyl-2-oxo-1-[6-[2-(trifluoromethyl)pyridin-4-yl]pyrazolo[1,5-a]pyrazin-4-yl]pyrrolidine-3-carbonitrile C1(CC1)[C@]1(C(N(C[C@H]1C)C=1C=2N(C=C(N1)C1=CC(=NC=C1)C(F)(F)F)N=CC2)=O)C#N